C(N)(=O)[C@H]1N2C(N([C@H](C(=C1)C)C2)OC(C(=O)[O-])(F)F)=O.[Li+] lithium 2-(((2S,5R)-2-carbamoyl-4-methyl-7-oxo-1,6-diazabicyclo[3.2.1]oct-3-en-6-yl) oxy)-2,2-difluoroacetate